[SiH2]1C=CC2=C1C=CC=C2 Benzosilole